C(C)(C)(CC(C)(C)C)C1=CC=C(C=C1)NC1=CC=CC2=CC=CC=C12 p-t-Octylphenyl-1-naphthylamine